bis(2,4,6-trimethylbenzyl)phenyl-phosphine oxide CC1=C(CP(C2=CC=CC=C2)(CC2=C(C=C(C=C2C)C)C)=O)C(=CC(=C1)C)C